CC=1OC(=C(N1)C1=NC2=C(N1)C=CC(=C2)N)C 2-(2,5-dimethyloxazol-4-yl)-1H-benzo[d]imidazol-5-amine